C(C)(=O)OC1(CCOC2=C(C=CC(=C12)Cl)Br)C([2H])([2H])[2H] 8-bromo-5-chloro-4-methyl-d3-chroman-4-yl acetate